(S)-tert-butyl 4-(7-(5-chloro-2-fluorophenyl)-6-cyclopropyl-1-(2-isopropyl-4-methylpyridin-3-yl)-2-oxo-1,2-dihydropyrido[2,3-d]pyrimidin-4-yl)-3-methylpiperazine-1-carboxylate ClC=1C=CC(=C(C1)C=1C(=CC2=C(N(C(N=C2N2[C@H](CN(CC2)C(=O)OC(C)(C)C)C)=O)C=2C(=NC=CC2C)C(C)C)N1)C1CC1)F